C(C)OC1=CC=CC(=N1)C=1N=NN(C1)C=1C=C2CN(C(C2=CC1)=O)N1C(CCCC1=O)=O 5-[4-(6-ethoxypyridin-2-yl)-1,2,3-triazol-1-yl]-1-oxo-3H-isoindol-2-ylpiperidine-2,6-dione